C(C1=CC=CC=C1)OC(=O)NS(=O)(=O)N(C(OC(C)(C)C)=O)C tert-butyl (N-((benzyloxy)carbonyl)sulfamoyl)(methyl)carbamate